(R)-tert-butyl 3-((((9H-fluoren-9-yl)methoxy)carbonyl)amino)-2-(((benzyloxy)carbonyl)amino)propanoate C1=CC=CC=2C3=CC=CC=C3C(C12)COC(=O)NC[C@H](C(=O)OC(C)(C)C)NC(=O)OCC1=CC=CC=C1